C1(CCCCC1)NC=1C2=C(N=CC1C#CCNC1=CC=C(C=C1)C)NC=C2 N-cyclohexyl-5-(3-(p-tolylamino)prop-1-yn-1-yl)-1H-pyrrolo[2,3-b]pyridine-4-Amine